NC1=NC2=C(C=3N1N=C(N3)C=3OC=CC3)SC(N2CCN2CCN(CC2)C2=C(C=C(C=C2)S(=O)(=O)C)F)=O 5-amino-3-(2-(4-(2-fluoro-4-(methylsulfonyl)phenyl)piperazin-1-yl)ethyl)-8-(furan-2-yl)thiazolo[5,4-e][1,2,4]triazolo[1,5-c]pyrimidin-2(3H)-one